2-((4-(4-((4-chlorobenzofuran-7-yl)methoxy)-5-fluoropyrimidin-2-yl)cyclohex-3-en-1-yl)methyl)-3-(((S)-oxetan-2-yl)methyl)-3H-imidazo[4,5-b]pyridine-5-carboxylic acid ClC1=CC=C(C2=C1C=CO2)COC2=NC(=NC=C2F)C2=CCC(CC2)CC2=NC=1C(=NC(=CC1)C(=O)O)N2C[C@H]2OCC2